FC=1C=C(C=CC1NC(C)=O)C1=C(C(=CC=C1)C1=CC(=NC(=C1)N1CCNCC1)NCCO)O N-(3-fluoro-2'-hydroxy-3'-(2-((2-hydroxyethyl)amino)-6-(piperazin-1-yl)pyridin-4-yl)-[1,1'-biphenyl]-4-yl)acetamide